C(CCC)N N-butyl-amine